C1(=CC=CC=C1)C=1C(=NN(C1C#N)C1=CC=C(C=C1)C(F)(F)F)C(F)(F)F 4-phenyl-3-trifluoromethyl-1-(4-(trifluoromethyl)phenyl)-1H-pyrazole-5-carbonitrile